2-(2,6-dioxopiperidin-3-yl)-N-isopropyl-1-oxoisoindoline-5-carboxamide O=C1NC(CCC1N1C(C2=CC=C(C=C2C1)C(=O)NC(C)C)=O)=O